(S)-3-((7-cyano-5-(methylsulfanyl)-2,6-naphthyridin-3-yl)amino)piperidine-1-carboxylic acid tert-butyl ester C(C)(C)(C)OC(=O)N1C[C@H](CCC1)NC=1N=CC2=CC(=NC(=C2C1)SC)C#N